1'-(2-{[1-(3-hydroxy-3-methylcyclobutyl)-7-(trifluoromethyl)-1H-indazol-5-yl]oxy}ethyl)-2-oxo-1,2-dihydrospiro[indole-3,4'-piperidine]-5-carbonitrile OC1(CC(C1)N1N=CC2=CC(=CC(=C12)C(F)(F)F)OCCN1CCC2(CC1)C(NC1=CC=C(C=C12)C#N)=O)C